[Na+].P([O-])(=O)(OP(=O)([O-])[O-])OC[C@@H]1[C@H]([C@H]([C@@H](O1)N1C=NC=2C(N)=NC=NC12)O)O.C(=O)(OC(C)(C)C)N1CCNCC1.[Na+].[Na+] 1-Bocpiperazine adenosine-5'-diphosphate sodium